3-(3-chloro-4-fluorophenyl)-1-ethyl-1-((1-oxo-1,2-dihydroisoquinolin-4-yl)(phenyl)methyl)urea ClC=1C=C(C=CC1F)NC(N(C(C1=CC=CC=C1)C1=CNC(C2=CC=CC=C12)=O)CC)=O